ClC1=CC=C(C=C1)C=1C(CC(NN1)=O)C=1SC=CC1 6-(4-chlorophenyl)-5-(thiophen-2-yl)-4,5-dihydropyridazine-3(2H)-one